FC([C@@H](OC)C1=C2C(=NC=C1NC1=CC=C(C=C1)[C@@H](C(F)(F)F)N(C(=O)C1CCN(CC1)C(CO)=O)C)SC(=N2)C)F N-{(1S)-1-[4-({7-[(1S)-2,2-difluoro-1-methoxyethyl]-2-methyl[1,3]thiazolo[5,4-b]pyridin-6-yl}amino)phenyl]-2,2,2-trifluoroethyl}-1-(hydroxyacetyl)-N-methylpiperidine-4-carboxamide